(R,Z)-6-bromo-N-(1-(3-(difluoro-methyl)-2-fluorophenyl)ethyl)-1,2-dimethylpyrido[3,4-d]pyrimidin-4(1H)-imine BrC1=CC/2=C(N(C(=N\C2=N/[C@H](C)C2=C(C(=CC=C2)C(F)F)F)C)C)C=N1